2,5-dimercaptothiadiazole dilithium [Li].[Li].SN1SC(=CN1)S